2,2-dimethyl-1-(1-((2-methylthiazol-4-yl)ethynyl)-3-azabicyclo[3.1.0]hexan-3-yl)propan-1-one CC(C(=O)N1CC2(CC2C1)C#CC=1N=C(SC1)C)(C)C